ethyl 1-((5-(2-chlorophenyl)-2-methoxypyridin-4-yl)sulfonyl)-4-fluoropiperidine-4-carboxylate ClC1=C(C=CC=C1)C=1C(=CC(=NC1)OC)S(=O)(=O)N1CCC(CC1)(C(=O)OCC)F